C1(=CC=CC=C1)P(C1=C(C2=CC=CC=C2C=C1)C1=C(C=CC2=CC=CC=C12)P(C1=CC=CC=C1)C1=CC=CC=C1)C1=CC=CC=C1 2,2'-bis(diphenylphosphino)-1,1'-binaphthalene